N[C@@H](C(=O)N/N=C/C1=CC=C2C=CC=NC2=C1)CC1CCC2=CC=CC=C12 (2R)-2-amino-3-(2,3-dihydro-1H-inden-1-yl)-N'-((E)-quinolin-7-ylmethylene)propanehydrazide